5-maleimidocaproic acid C1(C=CC(N1C(CCCC(=O)O)C)=O)=O